diethyl 2-(4-(4-(tert-butoxycarbonyl) piperazin-1-yl)-3-(trifluoromethyl) phenyl)-4-hydroxy-4-methyl-6-oxocyclohexane-1,3-dicarboxylate C(C)(C)(C)OC(=O)N1CCN(CC1)C1=C(C=C(C=C1)C1C(C(CC(C1C(=O)OCC)(C)O)=O)C(=O)OCC)C(F)(F)F